3,5-dimethyl-1,3,4-hexanetriol CC(CCO)(C(C(C)C)O)O